O1CCC2=C1C=CC(=C2)C2=NN1C(N(C(=C(C1=O)N1CCNCC1)CC)CC(=O)NC1=CC=C(C=C1)S(F)(F)(F)(F)F)=N2 2-(2-(2,3-dihydrobenzofuran-5-yl)-5-ethyl-7-oxo-6-(piperazin-1-yl)-[1,2,4]triazolo[1,5-a]pyrimidin-4(7H)-yl)-N-(4-(pentafluoro-λ6-sulfaneyl)phenyl)acetamide